FC1=C2C(NC(=NC2=CC(=C1)OCC1CCNCC1)CSC1CCC(CC1)O)=O 5-fluoro-2-((((1r,4r)-4-hydroxycyclohexyl)thio)methyl)-7-(piperidin-4-ylmethoxy)quinazolin-4(3H)-one